C(C)(C)O[S@@](=O)C=1C(=NC=CC1)OC (R)-2-methoxypyridine-3-sulfinic acid isopropyl ester